CS(=O)(=O)NC(=O)C1=CC=C(C=C1)C1=CC=CC=C1 N-methylsulfonyl-[1,1'-biphenyl]-4-carboxamide